OCCCC(=O)O.OCCCC(=O)O 4-hydroxybutyric acid (4-hydroxybutanoate)